[N+](=O)([O-])[O-].C(CCC)[P+](CCCC)(CCCC)CCCC tetra-n-butyl-phosphonium nitrate